4-{1-[(1R)-1-(4-chlorophenyl)-2-[(5-chloropyrimidin-2-yl)methyl]-7-fluoro-1-[(1-hydroxycyclopropyl)methoxy]-3-oxo-2,3-dihydro-1H-isoindol-5-yl]-1-hydroxyethyl}-1λ6-thiane-1,1-dione ClC1=CC=C(C=C1)[C@@]1(N(C(C2=CC(=CC(=C12)F)C(C)(O)C1CCS(CC1)(=O)=O)=O)CC1=NC=C(C=N1)Cl)OCC1(CC1)O